C(C)(C)(C)OC(=O)N1CC=2N=C(N=C(C2CC1)OCC1=CC=CC=C1)OC[C@H]1N(CCC1)C (S)-4-(benzyloxy)-2-((1-methylpyrrolidin-2-yl)methoxy)-5,6-dihydropyrido[3,4-d]pyrimidine-7(8H)-carboxylic acid tert-butyl ester